CC1=NOC(=C1C=1C=CC(=C(C1)NC(=O)[C@H]1NC(CC1)=O)NC1CN(CC1)C)C (2S)-N-(5-(3,5-dimethylisoxazol-4-yl)-2-((1-methylpyrrolidin-3-yl)amino)phenyl)-5-oxopyrrolidine-2-carboxamide